C(C)(C)(C)C1=NC(=NO1)C1=CC=C(C=C1)C(=O)N1CC2(C1)CC(C2)N2N=C(N=C2)C2CC2 [4-(5-tert-butyl-1,2,4-oxadiazol-3-yl)phenyl]-[6-(3-cyclopropyl-1,2,4-triazol-1-yl)-2-azaspiro[3.3]heptan-2-yl]methanone